NC1=C(C(=NC=N1)C=1C(=C(C=C(C1)F)NC(=O)C1=C(C2=C(S1)CC(C2)(C)C)F)C)OCCNC N-(3-(6-amino-5-(2-(methylamino)ethoxy)pyrimidin-4-yl)-5-fluoro-2-methylphenyl)-3-fluoro-5,5-dimethyl-5,6-dihydro-4H-cyclopenta[b]thiophene-2-carboxamide